CC1=NN=C(N1C1CCN(CC1)C(=O)C1=C(C=CC=C1)/C=C/C(=O)NO)C (E)-3-(2-(4-(3,5-dimethyl-4H-1,2,4-triazol-4-yl)piperidine-1-carbonyl)phenyl)-N-hydroxyacrylamide